ClC1=NC=C(C=N1)C1C(C1C1=CC(=C(C(=C1)OC)F)F)C(=O)OCC trans-Ethyl 2-(2-chloropyrimidin-5-yl)-3-(3,4-difluoro-5-methoxyphenyl)cyclopropane-1-carboxylate